N1N=CC(=C1)C=1C(=NC=CN1)C(=O)N 1H-pyrazol-4-yl-pyrazine-2-carboxamide